ClC=1C(=CC(=NC1)[C@@H]1CN2[C@H](CO1)CN(CC2)C(=O)C2=C(C(=CC=C2)OC)Cl)C [(3S,9aS)-3-(5-chloro-4-methyl-2-pyridyl)-3,4,6,7,9,9a-hexahydro-1H-pyrazino[2,1-c][1,4]oxazin-8-yl]-(2-chloro-3-methoxy-phenyl)methanone